2-(3-(benzyloxy)-1H-pyrazol-1-yl)-6-chloropyridine C(C1=CC=CC=C1)OC1=NN(C=C1)C1=NC(=CC=C1)Cl